Cl.OCCOC=1C=C(C=2N(C1)N=CC2C#N)C=2C=NC(=CC2)N2CCNCC2 6-(2-Hydroxyethoxy)-4-(6-(piperazin-1-yl)pyridin-3-yl)pyrazolo[1,5-a]pyridine-3-carbonitrile hydrochloride